2-(((1R)-1-(3-cyano-7-methyl-4-oxo-2-(1-oxa-6-azaspiro[3.4]octan-6-yl)-4H-pyrido[1,2-a]pyrimidin-9-yl)ethyl)amino)benzoic acid C(#N)C1=C(N=C2N(C1=O)C=C(C=C2[C@@H](C)NC2=C(C(=O)O)C=CC=C2)C)N2CC1(CCO1)CC2